4-[3'-(9,9-diphenyl-9H-fluoren-2-yl)-biphenyl-3-yl]-2,6-diphenyl-pyrimidine C1(=CC=CC=C1)C1(C2=CC=CC=C2C=2C=CC(=CC12)C=1C=C(C=CC1)C1=CC(=CC=C1)C1=NC(=NC(=C1)C1=CC=CC=C1)C1=CC=CC=C1)C1=CC=CC=C1